[Cl-].[Li+].[Br-].[NH+]1=CC=CC=C1 pyridinium bromide lithium chloride